N-[[6-(3,3-dimethylbutyl)-6-azaspiro[2.5]octan-2-yl]methyl]-6-(1-piperidyl)pyridazin-3-amine CC(CCN1CCC2(C(C2)CNC=2N=NC(=CC2)N2CCCCC2)CC1)(C)C